7-Methoxy-4-((3-methyl-5-(1H-pyrazol-1-yl)phenyl)amino)quinoline-6-carboxamide COC1=C(C=C2C(=CC=NC2=C1)NC1=CC(=CC(=C1)N1N=CC=C1)C)C(=O)N